(3-bromo-6-chloropyridin-2-yl)methylAlcohol BrC=1C(=NC(=CC1)Cl)CO